sodium 2-(3'-butoxy-[1,1'-biphenyl]-4-yl)-6-fluoroquinoline-4-carboxylate C(CCC)OC=1C=C(C=CC1)C1=CC=C(C=C1)C1=NC2=CC=C(C=C2C(=C1)C(=O)[O-])F.[Na+]